ClC=1C(=C(C2=CN(N=C2C1)COCC[Si](C)(C)C)F)C1CC1 2-[(6-chloro-5-cyclopropyl-4-fluoro-indazol-2-yl)methoxy]ethyl-trimethyl-silane